4-[2-ethoxyethyl-[4-(5,6,7,8-tetrahydro-1,8-naphthyridin-2-yl)butyl]amino]-2-[[1-methyl-3-(trifluoromethyl)pyrazole-4-carbonyl]amino]butanoic acid C(C)OCCN(CCC(C(=O)O)NC(=O)C=1C(=NN(C1)C)C(F)(F)F)CCCCC1=NC=2NCCCC2C=C1